C(CC(C\C=C/CCCCCC)O)O (Z)-5-dodecene-1,3-diol